N-tert-butoxycarbonyl-β-alanine CC(C)(C)OC(=O)NCCC(=O)O